tert-butyl N-[(4-hydroxypiperidin-4-yl) methyl]-N-methylcarbamate OC1(CCNCC1)CN(C(OC(C)(C)C)=O)C